diethylene glycol propyl ether C(CC)OCCOCCO